cis-N-[4-chloro-3-(1-methyl-1,2,4-triazol-3-yl)phenyl]-3-methyl-1-[5-(methylsulfonylmethyl)-1,3,4-oxadiazol-2-yl]-6-azabicyclo[3.1.1]heptane-6-carboxamide ClC1=C(C=C(C=C1)NC(=O)N1C2CC(CC1(C2)C=2OC(=NN2)CS(=O)(=O)C)C)C2=NN(C=N2)C